N-(2-fluoro-4-(hydrazinocarbonyl)benzyl)-N-(4-fluorophenyl)thiomorpholine-4-carboxamide 1,1-dioxide FC1=C(CN(C(=O)N2CCS(CC2)(=O)=O)C2=CC=C(C=C2)F)C=CC(=C1)C(=O)NN